COC(CCC(=O)C=1C=NC=C(C1)F)=O.ClC1=C(C=CC=C1)S(=O)(=O)N1CCN(CC1)C(\C=C\C1=C(C=C(C=C1\C=C\C1=CC=C(C=C1)OC)OC)OC)=O (E)-1-(4-((2-chlorophenyl)sulfonyl)piperazin-1-yl)-3-(2,4-dimethoxy-6-((E)-4-methoxystyryl)phenyl)prop-2-en-1-one methyl-4-(5-fluoropyridin-3-yl)-4-oxobutanoate